C(C)OC=1C=C(C=CC1C=1NC(C2=C(N1)NN=N2)=O)C2=CC(=CC=C2)C(CC(=O)O)(C)C 3-(3'-Ethoxy-4'-(7-oxo-6,7-dihydro-3H-[1,2,3]triazolo[4,5-d]pyrimidin-5-yl)-[1,1'-biphenyl]-3-yl)-3-methylbutanoic acid